OC1=C(OC2=CC=CC=C2C1=O)C1=CC=C(C=C1)C(C)(C)C 3-hydroxy-2-(p-tert-butylphenyl)-4H-chromen-4-one